7a-(4-bromophenyl)-4-methoxy-6-((methyl(oxetan-3-yl)amino)methyl)-7-phenyl-5,6,7,7a-tetrahydro-4bH-cyclopenta[4,5]furo[2,3-c]pyridine-4b,5-diol BrC1=CC=C(C=C1)C12C(C3=C(C=NC=C3OC)O1)(C(C(C2C2=CC=CC=C2)CN(C2COC2)C)O)O